CO[Si](OC)(OC)CCCC1(CC(=CC=C1)CN)CN 3-(trimethoxysilylpropyl)-1,3-benzenedimethanamine